(2S)-3-(2,4-dinitroanilino)-2-(9H-fluoren-9-ylmethoxycarbonylamino)propanoic acid [N+](=O)([O-])C1=C(NC[C@@H](C(=O)O)NC(=O)OCC2C3=CC=CC=C3C=3C=CC=CC23)C=CC(=C1)[N+](=O)[O-]